2,3-dimethyl-pentane 1-Methylethyl-5-(4-bromophenyl)-2,3-dihydro-7-methyl-3-oxo-5H-thiazolo[3,2-a]pyrimidine-6-carboxylate CC(C)OC(=O)C1=C(N=C2N(C1C1=CC=C(C=C1)Br)C(CS2)=O)C.CC(C)C(CC)C